FC1=C(C=C2CCN(C(C2=C1)=O)C[C@@H](C[C@H](C)NC=1C=NNC(C1C(F)(F)F)=O)F)C1=NC=C(C=N1)C(F)(F)F 7-fluoro-2-[(2R,4S)-2-fluoro-4-[[6-oxo-5-(trifluoromethyl)-1H-pyridazin-4-yl]amino]pentyl]-6-[5-(trifluoromethyl)pyrimidin-2-yl]-3,4-dihydroisoquinolin-1-one